FC1=CC=C(CNC(C2=CC(=C(C=C2)N2CCN(CC2)C(C)C)NS(=O)(=O)C2=CC(=C(C=C2)F)F)=O)C=C1 N-(4-Fluorobenzyl)-3-((3,4-difluorophenyl)sulfonamido)-4-(4-isopropylpiperazin-1-yl)benzamide